7-((4-(2-methyl-6-(methylcarbamoyl)pyridin-3-yl)piperazin-1-yl)methyl)imidazo[1,2-a]quinoxalin-4(5H)-one CC1=NC(=CC=C1N1CCN(CC1)CC=1C=C2NC(C=3N(C2=CC1)C=CN3)=O)C(NC)=O